C(CCCCC)NC(CNC(OCC1=CC=CC=C1)=O)=O Benzyl (2-(hexylamino)-2-oxoethyl)carbamate